ClC1=NC(=C2N=CN(C2=N1)C(C)C)NCC1=CC=C(C=C1)C1=NC=CC=C1 2-chloro-9-isopropyl-N-[[4-(2-pyridyl)phenyl]methyl]purin-6-amine